C[C@@H]1CN(C[C@@H](N1)C)C1=NC2=CC=C(C=C2C=N1)F 2-[(3R,5S)-3,5-dimethylpiperazin-1-yl]-6-fluoroquinazoline